N-[(2S,3R)-1-(2,2-dimethylpropanoyl)-4,4-difluoro-2-{[2-fluoro-3-(6-methylpyridin-2-yl)phenyl]methyl}pyrrolidin-3-yl]methanesulfonamide CC(C(=O)N1[C@H]([C@H](C(C1)(F)F)NS(=O)(=O)C)CC1=C(C(=CC=C1)C1=NC(=CC=C1)C)F)(C)C